N1CCC(=CC1)C=1C=C2C(=C(N1)C(=O)N)NC=C2 5-(1,2,3,6-tetrahydropyridin-4-yl)-1H-pyrrolo[2,3-c]Pyridine-7-carboxamide